BrC1=CC=C(C(=N1)C[C@@H](C1=C(C=CC=C1)C1=NOC2=C1C=CC(=C2)C)N[S@@](=O)C(C)(C)C)F (S)-N-{(S)-2-(6-bromo-3-fluoropyridine-2-yl)-1-[2-(6-methylbenzo[d]isoxazol-3-yl)phenyl]ethyl}-2-methylpropane-2-sulfinamide